4-chloro-2-[4-(4-piperidyloxy)phenyl]-5-[[(3R)-tetrahydropyran-3-yl]methylamino]pyridazin-3-one hydrochloride Cl.ClC=1C(N(N=CC1NC[C@@H]1COCCC1)C1=CC=C(C=C1)OC1CCNCC1)=O